C(C)N1C(=NC2=C1C=CC(=C2F)C#C)C 1-ethyl-5-ethynyl-4-fluoro-2-methyl-1H-benzo[d]imidazole